C1(CC1)S(=O)(=O)N1N=CC(=C1)C1=NC=CC(=N1)NC1=CC(=C(C=N1)C(C(F)F)=O)NC1CCC(CC1)C(C)(C)O 1-(6-((2-(1-(Cyclopropylsulfonyl)-1H-pyrazol-4-yl)pyrimidin-4-yl)amino)-4-(((1s,4s)-4-(2-hydroxypropan-2-yl)cyclohexyl)amino)pyridin-3-yl)-2,2-difluoroethan-1-one